benzyl ((3S,4S)-4-hydroxy-1-(4-(2-methyl-5-((S)-3-(2,2,2-trifluoroethyl)pyrrolidine-1-carboxamido)phenyl)-6-morpholinopyridin-2-yl) pyrrolidin-3-yl)carbamate O[C@@H]1[C@H](CN(C1)C1=NC(=CC(=C1)C1=C(C=CC(=C1)NC(=O)N1C[C@@H](CC1)CC(F)(F)F)C)N1CCOCC1)NC(OCC1=CC=CC=C1)=O